COC(C(C)(C1=CC=C(C=C1)OC)NN)=O 2-hydrazino-2-(4-methoxyphenyl)propionic acid methyl ester